ClC1=C(C=CC(=C1)F)C1COCCN1C1=CC(=C(C(=O)N[C@H](C)\C=C\S(=O)(=O)C)C=C1)F 4-(3-(2-chloro-4-fluorophenyl)morpholino)-2-fluoro-N-((R,E)-4-(methylsulfonyl)but-3-en-2-yl)benzamide